BrC=1C(=C(C=CC1F)NS(=O)(=O)C1=C2CCC(C2=CC(=C1)Cl)NC(OC(C)(C)C)=O)F tert-butyl N-{4-[(3-bromo-2,4-difluorophenyl)sulfamoyl]-6-chloro-2,3-dihydro-1H-inden-1-yl}carbamate